S1S[C@@H](CC1)CCCCC(=O)O |r| (+-)-1,2-dithiolan-3-pentanoic acid